3-((3-chloro-4-(trifluoromethoxy)benzyl)amino)-N-(3-((7-methyl-6-(pyridin-4-yl)-1H-indazol-4-yl)amino)propyl)propanamide ClC=1C=C(CNCCC(=O)NCCCNC2=C3C=NNC3=C(C(=C2)C2=CC=NC=C2)C)C=CC1OC(F)(F)F